tetravinyl-cyclohexene C(=C)C1(C(=C(CCC1)C=C)C=C)C=C